4-(difluoromethyl)isophthalic acid FC(C1=C(C=C(C(=O)O)C=C1)C(=O)O)F